ClC1=NC=CC=C1CNC 1-(2-chloropyridin-3-yl)-N-methyl-methylamine